di(tert-butyl)(3,5-bis(trifluoromethoxy)phenyl)phosphine C(C)(C)(C)P(C1=CC(=CC(=C1)OC(F)(F)F)OC(F)(F)F)C(C)(C)C